C(C)(=O)N1CCC(CC1)C1=NN(C2=CC=CC(=C12)Br)CCNC(OCC1=CC=CC=C1)=O benzyl N-{2-[3-(1-acetylpiperidin-4-yl)-4-bromo-indazol-1-yl]ethyl}carbamate